C(C)(C)(C)OC(=O)N1[C@@H](CCC1=O)CCO[Si](C)(C)C(C)(C)C (S)-2-(2-((tert-Butyldimethylsilyl)oxy)ethyl)-5-oxopyrrolidin-1-carboxylic acid tert-butyl ester